2-[4-(4-fluorophenyl)-5-(pyridin-4-yl)-1H-imidazol-1-yl]acetic acid TFA salt OC(=O)C(F)(F)F.FC1=CC=C(C=C1)C=1N=CN(C1C1=CC=NC=C1)CC(=O)O